S(=O)(=O)=NNC(=O)C1=NC=CC=C1 Sulfonyl-pyridine-2-carbohydrazide